3-[(3-Chlorophenyl)sulfanyl]-5,6-diethylpyridazine-4-carbonitrile ClC=1C=C(C=CC1)SC=1N=NC(=C(C1C#N)CC)CC